C/C(/C=C/CC=C)=C/CC=C(C)C (4e,6z)-6,10-dimethylundec-1,4,6,9-tetraene